ClC=1C=C2CC(CC2=CC1Cl)(C)OC(CC(C(=O)OCC(=O)O)=C)=O 2-((4-((5,6-dichloro-2-methyl-2,3-dihydro-1H-inden-2-yl)oxy)-2-methylene-4-oxobutanoyl)oxy)acetic acid